C(C)(C)(C)OCCN(CCC(C(=O)O)NC(CC1(CC1)C)=O)CCCCC1=NC=2NCCCC2C=C1 4-[2-tert-butoxyethyl-[4-(5,6,7,8-tetrahydro-1,8-naphthyridin-2-yl)butyl]amino]-2-[[2-(1-methylcyclopropyl)acetyl]amino]butanoic acid